ClC1=NC=CC=C1OC1CCN(CC1)C(CNC(=O)C1=NOC(=C1)C1=CC=C(C=C1)F)=O 5-(4-Fluoro-phenyl)-isoxazole-3-carboxylic acid {2-[4-(2-chloro-pyridin-3-yloxy)-piperidin-1-yl]-2-oxo-ethyl}-amide